3-[(1r,5s,6r)-6-(diethylcarbamoyl)-3-azabicyclo[3.1.0]hex-3-yl]-9-azabicyclo[3.3.1]nonane-9-carboxylic acid methyl ester COC(=O)N1C2CC(CC1CCC2)N2C[C@H]1C([C@H]1C2)C(N(CC)CC)=O